tert-butyl-2-chloro-N-(2-sulfamoylpyridin-4-yl)-5-(trifluoromethyl)nicotinamide C(C)(C)(C)C1=NC(=C(C(=O)NC2=CC(=NC=C2)S(N)(=O)=O)C=C1C(F)(F)F)Cl